C1(CC1)CN(C(=O)C=1N=C(NC1)[C@H]1N(C[C@@H](C1)O)C(C(C(C)C)C1=CC(=NO1)OC)=O)CCCCC1=CC=CC=C1 N-(cyclopropylmethyl)-2-[(2S,4R)-4-hydroxy-1-[2-(3-methoxy-1,2-oxazol-5-yl)-3-methylbutyryl]pyrrolidin-2-yl]-N-(4-phenylbutyl)-1H-imidazole-4-carboxamide